C12OCC(CC1)(CC2)CO[C@@H]([C@@H](C(=O)O)NC(=O)OCC2=CC=CC=C2)C (2S,3R)-3-(2-oxabicyclo[2.2.2]octan-4-ylmethoxy)-2-(((benzyloxy)carbonyl)amino)butanoic acid